tert-butyl (8aS)-5-bromo-4-chloro-6-fluoro-8a,9,11,12-tetrahydropyrazino[2',1':3,4][1,4]oxazepino[5,6,7-de]quinazoline-10(8H)-carboxylate BrC=1C(=C2C3=C(N=CN=C3C1Cl)N1[C@H](CO2)CN(CC1)C(=O)OC(C)(C)C)F